[[4-[5-(trifluoromethyl)-1,2,4-oxadiazol-3-yl]phenyl]methyl]pyrrolidin-2-on FC(C1=NC(=NO1)C1=CC=C(C=C1)CN1C(CCC1)=O)(F)F